2-((4-(3-methylphenoxy)-6-(trifluoromethyl)pyrimidin-2-yl)thio)-N-((4-ethylphenyl)carbamoyl)acetamide CC=1C=C(OC2=NC(=NC(=C2)C(F)(F)F)SCC(=O)NC(NC2=CC=C(C=C2)CC)=O)C=CC1